1,11-Diamino-3,6,9-trioxaundecane NCCOCCOCCOCCN